BrC1=C(C=C(C(=O)N2CC=3N(CC2)C(N(C3C(=O)NCC3=C(C=C(C=C3)OC)OC)C3=CC=C(C=C3)OC(C)C)=O)C=C1)Cl 7-(4-bromo-3-chloro-benzoyl)-N-[(2,4-dimethoxyphenyl)methyl]-2-(4-isopropoxyphenyl)-3-oxo-6,8-dihydro-5H-imidazo[1,5-a]pyrazine-1-carboxamide